C(CCCCCCCCCCCC)OC(CCCCC(=O)OCCCCCCCCCCCCC)=O.C1(=CC=CC=C1)C1=C(C(=NN=N1)C(=C(C1=CC=CC=C1)C1=NN=NC(=C1C1=CC=CC=C1)C1=CC=CC=C1)C1=CC=CC=C1)C1=CC=CC=C1 bis(diphenyltriazinyl)stilbene Di-tridecyl-adipate